BrC=1SC(=C(N1)C)OC1=C(C=C(C=C1)N1N=CNC1=O)F 2-(4-((2-bromo-4-methylthiazol-5-yl)oxy)-3-fluorophenyl)-2,4-dihydro-3H-1,2,4-triazol-3-one